7-(5-methyltetrazol-2-yl)-2-oxido-isoquinolin-2-ium CC=1N=NN(N1)C1=CC=C2C=C[N+](=CC2=C1)[O-]